C(C)(C)(C)[S@@](=O)\N=C/1\C2=C(OC13CCN(CC3)C(=O)OC(C)(C)C)C=CC=C2 tert-butyl (R,Z)-3-((tert-butylsulfinyl) imino)-3H-spiro[benzofuran-2,4'-piperidine]-1'-carboxylate